8-((4-([1,1'-biphenyl]-4-yl)pyridin-2-yl)methyl)-8-azaspiro[4.5]decane C1(=CC=C(C=C1)C1=CC(=NC=C1)CN1CCC2(CCCC2)CC1)C1=CC=CC=C1